C(C)OC(CC1=CC2=C(N=C(N=C2Cl)Cl)N1)=O 2-(2,4-dichloro-7H-pyrrolo[2,3-d]pyrimidin-6-yl)acetic acid ethyl ester